CC1(COP(OC1)(=S)S)C 5,5-Dimethyl-2-sulfanyl-2-thioxo-1,3,2-dioxaphosphorinane